4-(Trifluoromethylsulfonyloxymethyl)piperidine-1,4-dicarboxylic acid tert-butyl 4-ethyl ester C(C)OC(=O)C1(CCN(CC1)C(=O)OC(C)(C)C)COS(=O)(=O)C(F)(F)F